glyceryl trinitrite C(C(CON=O)ON=O)ON=O